C1(CCC1)C1=CC(=C(C=C1)N1N=C2C=3[C@@H](N(CCC13)C(=O)OC(C)(C)C)CNCCO2)O |r| tert-butyl (rac)-2-(4-cyclobutyl-2-hydroxyphenyl)-2,3,4,5a,6,7,8,9-octahydro-5H-10-oxa-1,2,5,7-tetraazacycloocta[cd]indene-5-carboxylate